Cl.N[C@H](C(=O)N1[C@@H](C[C@H](C1)O)C(=O)NCC1=C(C=C(C=C1)C1=C(N=CS1)C)O)C(C)(C)C (2S,4R)-1-((S)-2-amino-3,3-dimethylbutanoyl)-4-hydroxy-N-(2-hydroxy-4-(4-methylthiazol-5-yl)benzyl)pyrrolidine-2-carboxamide hydrochloride